N(=[N+]=[N-])CCOCCOCCOCCOCCOCCOCCC(=O)N[C@H](C(=O)N[C@H](C(=O)NC1=CC=C(C=C1)N1C(=NC=C1)CO)CCCNC(=O)N)C(C)C 1-azido-N-((S)-1-(((S)-1-((4-(2-(hydroxymethyl)-1H-imidazol-1-yl)phenyl)amino)-1-oxo-5-ureidopentan-2-yl)amino)-3-methyl-1-oxobutan-2-yl)-3,6,9,12,15,18-hexaoxahenicosan-21-amide